phosphonobutane calcium [Ca].P(=O)(O)(O)CCCC